N1-(4-(3-amino-1H-indazol-5-yl)pyridin-2-yl)-N3-methylpropane-1,3-diamine NC1=NNC2=CC=C(C=C12)C1=CC(=NC=C1)NCCCNC